tert-butyl N-[2-[3-[tert-butyl(dimethyl)silyl]oxy-2-fluoro-3-methyl-butyl]-6-methoxy-pyrazolo[1,5-a]pyridin-5-yl]carbamate [Si](C)(C)(C(C)(C)C)OC(C(CC1=NN2C(C=C(C(=C2)OC)NC(OC(C)(C)C)=O)=C1)F)(C)C